S1C=NC2=C1C=C(C=C2)\C=C/2\C(NC(=N2)NC2=CC1=C(N=C(S1)NC(C)C)C=C2)=O (Z)-5-(benzo[d]thiazol-6-ylmethylene)-2-((2-(isopropylamino)benzo[d]thiazol-6-yl)amino)-3,5-dihydro-4H-imidazol-4-one